1-(4-(2,6-dioxopiperidin-3-yl)-2-methylphenyl)piperidine-4-carbaldehyde O=C1NC(CCC1C1=CC(=C(C=C1)N1CCC(CC1)C=O)C)=O